methyl-5-[4-(4-methylpiperazin-1-yl)-3-(trifluoromethyl)phenyl]-3,6-dihydro-2H-1,3,4-oxadiazin-2-one CN1C(OCC(=N1)C1=CC(=C(C=C1)N1CCN(CC1)C)C(F)(F)F)=O